(4-benzyl-7-fluoro-6-methoxychroman-8-yl)trimethylsilane C(C1=CC=CC=C1)C1CCOC2=C(C(=C(C=C12)OC)F)[Si](C)(C)C